ON=C(N)C1=CC=C(CON=C(C)OCC)C=C1 ethyl N-((4-(N'-hydroxycarbamimidoyl)benzyl)oxy)acetimidate